1-((1H-pyrazolo[3,4-b]pyridin-5-yl)methyl)-3-methyl-N-(3-(4-methyl-1H-imidazol-1-yl)-5-(trifluoromethyl)phenyl)indoline-6-carboxamide N1N=CC=2C1=NC=C(C2)CN2CC(C1=CC=C(C=C21)C(=O)NC2=CC(=CC(=C2)C(F)(F)F)N2C=NC(=C2)C)C